C1(=CC=CC=C1)CC(=O)NC1=NCN(S1)CCSCCN1SC(=NC1)NC(CC1=CC=CC=C1)=O 2-(5-Phenylacetamido-1,2,4-Thiadiazol-2-Yl)Ethyl Sulfide